3-methoxy-1,3,5-trimethyl-8-[[(1R)-1-[3-(1,1-difluoro-2-hydroxy-2-methyl-propyl)-5-fluoro-phenyl]ethyl]amino]pyrrolo[2,3-g]phthalazin-2-one COC1(C(N(C2=CC=3C(=NN=C(C3C=C21)C)N[C@H](C)C2=CC(=CC(=C2)F)C(C(C)(C)O)(F)F)C)=O)C